3-(4-pyridyl)-N-tetrahydro-pyran-4-yl-imidazo[1,2-b]pyridazin-6-amine N1=CC=C(C=C1)C1=CN=C2N1N=C(C=C2)NC2CCOCC2